CN1C(N(C(C1)=O)CCCS(=O)(=O)C)=O 1-methyl-3-(3-(methylsulfonyl)propyl)imidazolidine-2,4-dione